3-(difluoromethyl)-1-(1-((3-(3-(2,4-diOxotetrahydropyrimidin-1(2H)-yl)-4-methylbenzoyl)-3-azaspiro[5.5]undecane-9-yl)methyl)piperidin-4-yl)-1H-pyrazole FC(C1=NN(C=C1)C1CCN(CC1)CC1CCC2(CCN(CC2)C(C2=CC(=C(C=C2)C)N2C(NC(CC2)=O)=O)=O)CC1)F